(1S,3S)-1-((4-bromo-5-fluoropyridin-2-yl)methyl)-3-(methylsulfonamido)cyclopentane-1-carboxamide BrC1=CC(=NC=C1F)C[C@]1(C[C@H](CC1)NS(=O)(=O)C)C(=O)N